CC1(OCC(N1)C(=O)N)C 2,2-dimethyl-oxazolidine-4-carboxamide